(4-methyl-3-(trifluoromethyl)phenyl)-5-(trifluoromethyl)piperidine-3-carboxamide CC1=C(C=C(C=C1)N1CC(CC(C1)C(F)(F)F)C(=O)N)C(F)(F)F